CN1C(C(C(C2=CC=CC=C12)C1=CC(=CC=C1)Cl)C(C)C)=O 1-methyl-3-isopropyl-4-m-chlorophenyl-3,4-dihydroquinolin-2(1H)-one